C(CCCC=CCCC=CCCCCCC)(=O)O 5,9-Hexadecadienoic acid